methyl (((4-propylcyclohexyl)oxy)carbonyl)-L-leucinate C(CC)C1CCC(CC1)OC(=O)N[C@@H](CC(C)C)C(=O)OC